aluminum oxide bismuth [Bi+3].[O-2].[Al+3].[O-2].[O-2]